C(C)OC1C(C(OC(C1OC)C)O)OC 4-ethoxy-3,5-dimethoxy-6-methyl-tetrahydropyran-2-ol